Indium-gallium-zinc-tin oxide [Sn]=O.[Zn].[Ga].[In]